C(N)(OC1=C(N=C(S1)C1=CCC2(OCCO2)CC1)C(C)(C)C)=O (tert-butyl 2-(1,4-dioxaspiro[4.5]dec-7-en-8-yl) thiazol-5-yl) carbamate